((1-(6-bromo-3-methylpyridin-2-yl)-5,5-difluoropiperidin-2-yl)methyl)pyrrolidin-2-one BrC1=CC=C(C(=N1)N1C(CCC(C1)(F)F)CN1C(CCC1)=O)C